C(OCCN1COC=2C(=C3C=C4C(=NC3=CC2F)C2=CC3=C(C(N2C4)=O)COC([C@]3(O)CC)=O)C1)(OC1=CC=C(C=C1)[N+](=O)[O-])=O (S)-2-(9-ethyl-5-fluoro-9-hydroxy-10,13-dioxo-9,10-dihydro-[1,3]oxazino[5,6-f]pyrano[3',4':6,7]indolizino[1,2-b]quinolin-2(1H,3H,12H,13H,15H)-yl)ethyl (4-nitrophenyl) carbonate